C(C)OC(C(C)OCCOS(=O)(=O)C1=CC=C(C)C=C1)=O 2-(2-(tosyloxy)ethoxy)propionic acid ethyl ester